O1C(=CC=C1)C1=CC=C(C=N1)NC(=O)C=1N=CN2C1N=C(C=C2C)C N-(6-(FURAN-2-YL)PYRIDIN-3-YL)-2,4-DIMETHYLIMIDAZO[1,5-a]PYRIMIDINE-8-CARBOXAMIDE